tertbutylsulfonate C(C)(C)(C)S(=O)(=O)[O-]